3-bromo-8-azaspiro[4.5]Decane-8-carboxylic acid tert-butyl ester C(C)(C)(C)OC(=O)N1CCC2(CC(CC2)Br)CC1